tert-Butyl N-[4-carbamoyl-5-[4-[2-[[3-(2,2-dimethylpropyl)isoxazol-5-yl]amino]-2-oxo-ethyl]-2,3-difluoro-phenyl]-2-isopropyl-pyrazol-3-yl]carbamate C(N)(=O)C1=C(N(N=C1C1=C(C(=C(C=C1)CC(=O)NC1=CC(=NO1)CC(C)(C)C)F)F)C(C)C)NC(OC(C)(C)C)=O